NCC(COC1=CC=C(C=N1)S(=O)(=O)N1CCC(CC1)CC(=O)O)=CF {1-[6-(2-aminomethyl-3-fluoro-allyloxy)-pyridine-3-sulfonyl]-piperidin-4-yl}-acetic acid